C(CC(C)C)N(C(=O)OCC1=C(C=NN1C)C1=CC=C(C(=N1)C)NC(=O)[C@@H]1[C@H](CCCC1)C(=O)O)C (1S,2S)-2-((6-(5-(((isopentyl(methyl)carbamoyl)oxy)methyl)-1-methyl-1H-pyrazol-4-yl)-2-methylpyridin-3-yl)carbamoyl)cyclohexane-1-carboxylic acid